N4-(1-(2,4-dihydroxy-5-isopropylbenzoyl)indolin-5-yl)succinamide OC1=C(C(=O)N2CCC3=CC(=CC=C23)NC(CCC(=O)N)=O)C=C(C(=C1)O)C(C)C